4-cinnamyl-3-hydroxy-5-(3-nitrophenyl)-1-(3-trifluoromethylphenyl)-1H-pyrrol-2(5H)-one C(C=CC1=CC=CC=C1)C1=C(C(N(C1C1=CC(=CC=C1)[N+](=O)[O-])C1=CC(=CC=C1)C(F)(F)F)=O)O